[Br-].C(CCC)N1C(N(C=C1)C)C 1-butyl-2,3-dimethyl-imidazole bromide salt